(R)-2-(2-((6-(1-aminoisoquinolin-7-yl)-2,3-dihydro-1H-inden-1-yl)oxy)-4-methylphenyl)acetic acid ethyl ester C(C)OC(CC1=C(C=C(C=C1)C)O[C@@H]1CCC2=CC=C(C=C12)C1=CC=C2C=CN=C(C2=C1)N)=O